3-(5-carboxypentyl)-2-methylbenzothiazole iodine salt [I+].C(=O)([O-])CCCCCN1C(SC2=C1C=CC=C2)C